8,24-lanostadien-3β-ol C[C@H](CCC=C(C)C)[C@H]1CC[C@@]2([C@@]1(CCC3=C2CC[C@@H]4[C@@]3(CC[C@@H](C4(C)C)O)C)C)C